(R)-N1,N1-Dimethyl-1-(thien-3-yl)ethane-1,2-diamine CN([C@@H](CN)C1=CSC=C1)C